ClC1=C2CCN(CC2=CC=C1)C(=O)C=1C=C2CN(C(C2=CC1)=O)C1C(NC(CC1)=O)=O 3-(5-(5-chloro-1,2,3,4-tetrahydroisoquinoline-2-carbonyl)-1-oxoisoindolin-2-yl)piperidine-2,6-dione